BrC/C=C/C(=O)N1C[C@H](CC1)O (S,E)-4-Bromo-1-(3-hydroxypyrrolidin-1-yl)but-2-en-1-one